CC1CCC(CC1)NC(=O)C1CCN(CC1)C(=O)C1=NN(C=C1)C1OCCN1 N-(4-methylcyclohexyl)-1-[1-(oxazolidin-2-yl)pyrazole-3-carbonyl]Piperidine-4-carboxamide